O=C1C2N(C3=C(N1)C=CC=N3)CCC(C2)C(=O)OC methyl 6-oxo-6,6a,7,8,9,10-hexahydro-5H-dipyrido[1,2-a:3',2'-e]pyrazine-8-carboxylate